2-(8-chloro-2-(4-chlorophenyl)-3-hydroxy-4-oxochroman-6-yl)acetic acid ClC=1C=C(C=C2C(C(C(OC12)C1=CC=C(C=C1)Cl)O)=O)CC(=O)O